ClC=1N=C(C2=C(N1)C(=CN2)[C@H]2[C@@H]([C@@H]([C@H](O2)COCP(O)(O)=O)O)O)N2CC1C(C2)CCC1 ((((2R,3S,4R,5S)-5-(2-chloro-4-(hexahydrocyclopenta[c]pyrrol-2(1H)-yl)-5H-pyrrolo[3,2-d]pyrimidin-7-yl)-3,4-dihydroxytetrahydrofuran-2-yl)methoxy)methyl)phosphonic acid